1-((3-amino-4-methoxybenzo[d]isoxazol-6-yl)methyl)piperidine-4-carboxylic acid ethyl ester C(C)OC(=O)C1CCN(CC1)CC1=CC2=C(C(=NO2)N)C(=C1)OC